tert-butyl 7-(6-chloro-8-fluoro-7-(1-methyl-1H-indazol-4-yl)-2-((1-(pyrrolidin-1-ylmethyl)cyclopropyl)methoxy)quinazolin-4-yl)-2,7-diazaspiro[3.5]nonane-2-carboxylate ClC=1C=C2C(=NC(=NC2=C(C1C1=C2C=NN(C2=CC=C1)C)F)OCC1(CC1)CN1CCCC1)N1CCC2(CN(C2)C(=O)OC(C)(C)C)CC1